3-(2-hydroxy-prop-2-yl)-5'-methyl-[1,2'-bipyridine]-2-one OC(C)(C)C=1C(N(C=CC1)C1=NC=C(C=C1)C)=O